tert-butyl 4-[4-(6-hydroxy-4-oxo-quinazolin-3-yl)pyrazol-1-yl]piperidine-1-carboxylate OC=1C=C2C(N(C=NC2=CC1)C=1C=NN(C1)C1CCN(CC1)C(=O)OC(C)(C)C)=O